2-{1-[4-(6-Chloro-7-{[1-(4-methoxybenzyl)piperidin-4-yl]amino}-3H-imidazo[4,5-b]pyridin-2-yl)phenyl]piperidin-4-yl}ethanol ClC=1C(=C2C(=NC1)NC(=N2)C2=CC=C(C=C2)N2CCC(CC2)CCO)NC2CCN(CC2)CC2=CC=C(C=C2)OC